C(CCCCCCCCCCCCCCCCC)(=O)O.C(O)CN Monoethanolamine Stearate